(12R)-11-(2-hydroxyethyl)-12-methyl-1,6,11-triazatricyclo[7.4.0.02,7]trideca-2(7),3,5,8-tetraen-10-one OCCN1C(C2=CC=3N=CC=CC3N2C[C@H]1C)=O